CC=1NC=C(C1C(=O)OCCC(C)C)C 2,4-dimethyl-3-(3-methylbutoxycarbonyl)pyrrole